BrC=1C(=CC=2N(C1)N=C(N2)C)OC 6-bromo-7-methoxy-2-methyl-[1,2,4]triazolo[1,5-a]pyridine